CN1N=NC(=C1NC(OCCC(C)(C)C)=O)C1=NC(=C(C=C1)NS(=O)(=O)C)C 3,3-dimethylbutyl (1-methyl-4-(6-methyl-5-(methyl-sulfonamido)pyridin-2-yl)-1H-1,2,3-triazol-5-yl)carbamate